2-amino-3-(tert-butyl-dimethyl-silanyloxy)-2-methyl-propionamide NC(C(=O)N)(CO[Si](C)(C)C(C)(C)C)C